C(C1=CC=CC=C1)OC(=O)N1CC=2C(C1)CC(C2)O 5-hydroxy-3,3a,4,5-tetrahydrocyclopenta[c]pyrrole-2(1H)-carboxylic acid benzyl ester